2-chloro-4-(naphthalen-1-yl)-6-(naphthalen-2-yl)-1,3,5-triazine ClC1=NC(=NC(=N1)C1=CC=CC2=CC=CC=C12)C1=CC2=CC=CC=C2C=C1